ClC=1C=C(C=C(C1)Cl)N1CCN(CC1)S(=O)(=O)C1=CC=C(C=C1)NC(C1=CC(=CC=C1)N(S(=O)(=O)C)C)=O N-(4-((4-(3,5-Dichlorophenyl)piperazin-1-yl)sulfonyl)phenyl)-3-(N-methylmethylsulfonamido)benzamide